C(=O)C([C@H](N)C(=O)O)CCCN 3-formyl-L-lysine